ClC1=CC(=C(C=C1)N1CC(CC1)N(C=1C(=CC=CC1)N)C)F N1-(1-(4-chloro-2-fluorophenyl)pyrrolidin-3-yl)-N1-methylbenzene-1,2-diamine